Rac-(5aR,6S,7R,8S,8aS)-7-(benzylsulfonyl)-5a-(4-bromophenyl)-3-chloro-6-phenyl-5a,6,7,8-tetrahydro-8aH-cyclopenta[4,5]furo[3,2-b]pyridine-8,8a-diol C(C1=CC=CC=C1)S(=O)(=O)[C@@H]1[C@H]([C@]2([C@](C3=NC=C(C=C3O2)Cl)([C@@H]1O)O)C1=CC=C(C=C1)Br)C1=CC=CC=C1 |r|